(2S)-N-[(2S)-1-(cyclopropylcarbamoyl)-1-hydroxy-3-[(3S)-2-oxopyrrolidin-3-yl]propan-2-yl]-2-{[1-(2,2-dimethylpropanamido)-3,3-difluorocyclobutyl]formamido}pentanamide C1(CC1)NC(=O)C([C@H](C[C@H]1C(NCC1)=O)NC([C@H](CCC)NC(=O)C1(CC(C1)(F)F)NC(C(C)(C)C)=O)=O)O